[6-(4-methylpiperidin-1-yl)-1H-pyrazolo[3,4-b]pyrazin-1-yl] acetate hydrochloride Cl.C(C)(=O)ON1N=CC=2C1=NC(=CN2)N2CCC(CC2)C